NC1CCC(CC1)NC(=O)C1=C(C=2N(N=C1)C=C(C2)C2=CC=NC=C2)NC(C)C N-((1r,4r)-4-aminocyclohexyl)-4-(isopropylamino)-6-(pyridin-4-yl)pyrrolo[1,2-b]pyridazine-3-carboxamide